N=1C=C(N2C1C=CC=C2)C#CC=2C=C(C(=O)NC1=CC(=CC(=C1)C(F)(F)F)N1C=NC(=C1)C)C=CC2C 3-(Imidazo[1,2-a]pyridin-3-ylethynyl)-4-methyl-N-(3-(4-methyl-1H-imidazol-1-yl)-5-(trifluoromethyl)phenyl)benzamide